C(CC)N(CC(C)N(CCC)CCC)CCC N,N,N',N'-tetrapropyl-1,2-propylenediamine